dihydro-5H-cyclopenta[b]pyridin N1C2=C(C=CC1)CC=C2